C(C1=CC=CC=C1)OC1=CC(=C(C(=O)OC2=C(C(=C(C(=O)O)C(=C2C)C)O)Br)C(=C1)C)OC 4-((4-(benzyloxy)-2-methoxy-6-methylbenzoyl)oxy)-3-bromo-2-hydroxy-5,6-dimethylbenzoic acid